C(C)(C)N1C=C(C=CC1=O)C=O 1-isopropyl-6-oxo-pyridine-3-carbaldehyde